Cl.FC1=CC2=C(C(=NO2)C2CCNCC2)C=C1 6-fluoro-3-(piperidin-4-yl)benzo[d]isoxazole hydrochloride